ClC1=C(C(=CC(=C1)OCC=C(Cl)Cl)Cl)O 2,6-dichloro-4-((3,3-dichloroallyl)oxy)phenol